FC(C=1C=CC2=C(S(OC2)(=O)=O)C1)(F)F 6-(trifluoromethyl)-3H-benzo[c][1,2]oxathiole 1,1-dioxide